1,3-difluorotetrachloroacetone FC(C(=O)C(F)(Cl)Cl)(Cl)Cl